C(C)(C)(C)OC(OC(C)(C)C)N(C)C [bis(tert-butoxy)methyl]dimethylamine